C1(CC1)C=1N=CC2=C3C(=CC(=C2C1)S(NCC(C)C)(=O)=O)[C@H](C[C@@H]3NC(NC=3C=NC=CC3)=S)NC(=O)C=3C=NC=CC3 |r| N-[trans-(7SR,9SR)-3-cyclopropyl-5-(isobutylsulfamoyl)-9-(3-pyridylcarbamothioylamino)-8,9-dihydro-7H-cyclopenta[h]isoquinolin-7-yl]pyridine-3-carboxamide